N-(4-((1,2,3,4-tetrahydroacridin-9-yl)amino)butyl)pyrrolidine-3-carboxamide C1CCCC2=NC3=CC=CC=C3C(=C12)NCCCCNC(=O)C1CNCC1